C[C@]1([C@](N(CCC1)C(=O)OC1=CC=CC2=CC=CC(=C12)CCO)(CC=1C=C(C=CC1)C1=CC=CC=C1)C1CC1)NS(=O)(=O)C 8-(2-hydroxyethyl)naphthalen-1-ol 1-methylcyclopropyl-cis-2-(biphenyl-3-ylmethyl)-3-((methylsulfonyl)amino)piperidine-1-carboxylate